8-[2-[4-[4-(2,6-dioxopiperidin-3-yl)amino-2-fluorophenyl]-3,3-difluoropiperidin-1-yl]acetyl]-1-oxa-8-azaspiro[4.5]decane O=C1NC(CCC1NC1=CC(=C(C=C1)C1C(CN(CC1)CC(=O)N1CCC2(CCCO2)CC1)(F)F)F)=O